C(C)(=O)O[C@@H]1[C@H](O[C@H]([C@@H]([C@H]1OC(C)=O)NC(C)=O)NC(C[C@@H](C(NCCC)=O)N)=O)COC(C)=O (2R,3S,4R,5R,6R)-5-Acetamido-2-(acetoxymethyl)-6-((S)-3-amino-4-oxo-4-(propylamino)butanamido)tetrahydro-2H-pyran-3,4-diyl diacetate